CN(C1(CCC2(CN(C(N2CC(=O)N)=O)CC2=CC=C(C=C2)OC)CC1)C1=CC=CC=C1)C cis-2-[8-dimethylamino-3-[(4-methoxyphenyl)-methyl]-2-oxo-8-phenyl-1,3-diazaspiro[4.5]decan-1-yl]-acetamide